C(CC)C1CSCC/C(/N1)=N\[H] 3-Propyl-[1,4]thiazepan-(5E)-ylideneamine